7-bromo-2-iodo-N-(2,4,4-trimethylpent-2-yl)thieno[3,2-b]pyridin-5-amine BrC1=C2C(=NC(=C1)NC(C)(CC(C)(C)C)C)C=C(S2)I